tert-butyl (3R)-3-[[2-fluoro-4-(triazolo[4,5-b]pyridin-3-yl)benzoyl]-[8-[(E)-3-hydroxyprop-1-enyl]-1-isoquinolyl]amino]piperidine-1-carboxylate FC1=C(C(=O)N([C@H]2CN(CCC2)C(=O)OC(C)(C)C)C2=NC=CC3=CC=CC(=C23)\C=C\CO)C=CC(=C1)N1N=NC=2C1=NC=CC2